OCCOC1=CC=C(C=C1)C=1C=C(C(NC1C(F)(F)F)=O)C(=O)N 5-(4-(2-hydroxyethoxy)phenyl)-2-oxo-6-(trifluoromethyl)-1,2-dihydropyridine-3-carboxamide